CN1N=C(C=C1)NC(=O)NC1=CC=C(C=C1)C1=NC(=NC(=N1)N1CCOCC1)C=1SC(=CC1)CN1CCOCC1 1-(1-methyl-1H-pyrazol-3-yl)-3-(4-(4-morpholinyl-6-(5-(morpholinylmethyl)thiophen-2-yl)-1,3,5-triazin-2-yl)phenyl)urea